NC1=CC(=C(OCC(C)(C)NC(OC(C)(C)C)=O)C=C1)CS(=O)(=O)C tert-butyl (1-(4-amino-2-((methylsulfonyl)methyl)phenoxy)-2-methylpropan-2-yl)carbamate